O1C=C(C=C1)C=1N=C(C2=C(N1)SC(=C2)C)NCCCC2=CC=C(C=C2)C2=CC=C(C=C2)[N+](=O)[O-] 2-(furan-3-yl)-6-methyl-N-(3-(4'-nitro-[1,1'-biphenyl]-4-yl)propyl)thieno[2,3-d]pyrimidin-4-amine